S1C=C(C=C1)C=C1C=C(C(C(=C1)C(C)(C)C)=O)C(C)(C)C 4-(3-thienyl)methylene-2,6-di-tert-butyl-2,5-cyclohexadiene-1-one